2-(2-((6-(pyridin-4-yl)benzo[d]thiazol-2-yl)amino)pyridin-4-yl)-N-(2-(pyrrolidin-1-yl)ethyl)acetamide N1=CC=C(C=C1)C1=CC2=C(N=C(S2)NC2=NC=CC(=C2)CC(=O)NCCN2CCCC2)C=C1